ClC=1C=C(C=CC1C)CC#N 2-(3-chloro-4-methylphenyl)acetonitrile